1-(3,4-dimethylphenyl)-N-(2-(propylsulfonyl)benzo[D]thiazol-6-yl)methanesulfonamide CC=1C=C(C=CC1C)CS(=O)(=O)NC1=CC2=C(N=C(S2)S(=O)(=O)CCC)C=C1